FC1(CCC(CC1)N(C1=CC(=NC(=N1)N1N=C(C=C1C)C)N1CCN(CC1)C(C)=O)C)F 1-(4-(6-((4,4-difluorocyclohexyl)(methyl)amino)-2-(3,5-dimethyl-1H-pyrazol-1-yl)pyrimidin-4-yl)piperazin-1-yl)ethan-1-one